FC=1C=C(C=NC1)[C@@H]1N(CCC1)C1=NC=2N(C=C1)N=CC2C(=O)NC (R)-5-(2-(5-fluoropyridin-3-yl)pyrrolidin-1-yl)-N-methylpyrazolo[1,5-a]pyrimidine-3-carboxamide